NC=1C(=NC=C(N1)N1CCC2([C@@H](COC2)N)CC1)SC1=C2C(CN(C2=CC=C1)C(C)=O)(F)F (S)-1-(4-((3-amino-5-(4-amino-2-oxa-8-azaspiro[4.5]decan-8-yl)pyrazin-2-yl)thio)-3,3-difluoroindolin-1-yl)ethanone